ClC=1C(=C2C(=NC1C)CN(C2)C(=O)C2CC(C2)(C=2C=NN(C2)C)F)C (3-Chloro-2,4-dimethyl-5,7-dihydro-6H-pyrrolo[3,4-b]pyridin-6-yl)(3-fluoro-3-(1-methyl-1H-pyrazol-4-yl)cyclobutyl)methanone